9-methyl-8-oxo-6,7,8,9-tetrahydro-[1,3]dioxolo[4',5':4,5]benzo[1,2-b][1,4]oxazepine-2-carboxylic acid ethyl ester C(C)OC(=O)C1OC=2C(=CC3=C(OCCC(N3C)=O)C2)O1